OC1=C(OC(=CC1=O)CO)\C=C\C1=CC=CC=C1 (E)-3-Hydroxy-6-(hydroxymethyl)-2-phenylvinyl-4H-pyran-4-one